2-[4-[1-(2,6-dioxo-3-piperidyl)indolin-4-yl]piperazin-1-yl]acetic acid O=C1NC(CCC1N1CCC2=C(C=CC=C12)N1CCN(CC1)CC(=O)O)=O